C[N+]1=CN(C=C1)CC=C 1-methyl-3-prop-2-enylimidazol-1-ium